O=C1N(C(CN1C1=CC=C(C=C1)C(F)(F)F)=O)CC1=CC(=C(OC(C(=O)O)C)C(=C1)C)C 2-(4-((2,5-Dioxo-3-(4-(trifluoromethyl)phenyl)imidazolin-1-yl)methyl)-2,6-dimethylphenoxy)propionic Acid